2-[4-chloro-6-oxo-5-[(E)-prop-1-enyl]pyridazin-1-yl]acetic acid ClC=1C=NN(C(C1\C=C\C)=O)CC(=O)O